C1(CC1)N1N=C(C(=C1)OC1=CC(=NC=C1)NC1=CC(=NC=C1)N1CC(C1)(F)F)C1CCOCC1 4-((1-cyclopropyl-3-(tetrahydro-2H-pyran-4-yl)-1H-pyrazol-4-yl)oxy)-N-(2-(3,3-difluoroazetidin-1-yl)pyridin-4-yl)pyridin-2-amine